1-(2-bromo-4-chlorophenyl)-3-methylbutan-2-one BrC1=C(C=CC(=C1)Cl)CC(C(C)C)=O